CN(C1(CCC2(CN(C(N2CC2(CCC2)O)=O)C2(CC2)C2=CC=CC=C2)CC1)C1=CC=CC=C1)C cis-8-dimethylamino-1-[(1-hydroxy-cyclobutyl)-methyl]-8-phenyl-3-(1-phenyl-cyclopropyl)-1,3-diazaspiro[4.5]decan-2-one